octyl phosphate dimethyldodecylamine salt CN(CCCCCCCCCCCC)C.P(=O)(OCCCCCCCC)(O)O